NC1=NC(N(C=C1)[C@@H]1O[C@@]([C@H](C1(F)F)O)(CO)CCl)=O 4-amino-1-((2R,4R,5R)-5-(chloromethyl)-3,3-difluoro-4-hydroxy-5-(hydroxymethyl)tetrahydrofuran-2-yl)pyrimidin-2(1H)-one